O-(trimethylbenzenesulfonyl)-hydroxylamine CC1=C(C(=C(C=C1)S(=O)(=O)ON)C)C